3-chloro-4-((5-fluoropyrimidin-4-yl)methoxy)-2'-(2-(2-hydroxypropan-2-yl)pyrimidin-4-yl)-5',6-dimethyl-2H-[1,4'-bipyridin]-2-one ClC=1C(N(C(=CC1OCC1=NC=NC=C1F)C)C1=CC(=NC=C1C)C1=NC(=NC=C1)C(C)(C)O)=O